OCC(CO)NCC#N 2-((1,3-dihydroxypropan-2-yl)amino)acetonitrile